ClC1=CC2=C(N(C(N=C2N2[C@H](CN([C@@H](C2)C)C(C=C)=O)C)=O)C=2C(=NC=NC2C(C)C)Cl)N=C1C1=C(C=CC=C1)F 6-Chloro-1-(4-chloro-6-isopropyl-pyrimidin-5-yl)-4-[(2S,5R)-2,5-dimethyl-4-prop-2-enoyl-piperazin-1-yl]-7-(2-fluoro-phenyl)pyrido[2,3-d]pyrimidin-2-one